NC1=C(C2=C(C(=CC(O2)=O)C)C=C1)[N+](=O)[O-] 7-amino-4-methyl-8-nitro-2H-benzopyran-2-one